hydroxyethyl-2-nitro-p-toluidine CC1=CC(=C(C=C1)NCCO)[N+](=O)[O-]